5-methylene-7-ethyl-undecane C=C(CCCC)CC(CCCC)CC